ethyl 4-hydroxy-7-methoxycinnolin-3-carboxylate OC1=C(N=NC2=CC(=CC=C12)OC)C(=O)OCC